FC=1C(=C2C(=NC(=NN2C1)NC1CCN(CC1)C1COC1)OC)C=1C=CC2=C(N(N=N2)[C@H](CF)C)C1 (S)-6-fluoro-5-(1-(1-fluoropropan-2-yl)-1H-benzo[d][1,2,3]triazol-6-yl)-4-methoxy-N-(1-(oxetan-3-yl)piperidin-4-yl)pyrrolo[2,1-f][1,2,4]triazin-2-amine